C(CCC(=O)OCCC)(=O)OCCC dipropyl butanedioate